NC1OCCC1.[K] potassium aminotetrahydrofuran